(2R)-2-(6-{5-chloro-2-[(oxacyclohex-4-yl)amino]pyrimidin-4-yl}-1-oxo-2,3-dihydro-1H-isoindol-2-yl)-N-[(1S)-2-hydroxy-1-(3-methylphenyl)ethyl]-3-(1H-imidazol-4-yl)propionamide ClC=1C(=NC(=NC1)NC1CCOCC1)C1=CC=C2CN(C(C2=C1)=O)[C@@H](C(=O)N[C@H](CO)C1=CC(=CC=C1)C)CC=1N=CNC1